ClC[C@H](CO)O (2S)-3-chloro-1,2-dihydroxypropane